1-hydroxy-2,5-dioxopyrrolidine-3-sulfonate sodium [Na+].ON1C(C(CC1=O)S(=O)(=O)[O-])=O